C(=O)O.ClC1=CC=C2C(=NC=NC2=C1)NCC1=CC=C(C=C1)B(O)O 4-(((7-chloroquinazolin-4-yl)amino)methyl)phenylboronic acid formic acid salt